FC1=CC=C(C=C1)C=1C(=NN2C1N=C(NC2=O)SCC#CCCO)C 8-(4-fluorophenyl)-2-[(5-hydroxypent-2-yn-1-yl)sulfanyl]-7-methyl-3H-pyrazolo[1,5-a][1,3,5]triazin-4-one